n-octaneOne CC(CCCCCC)=O